(S)-2-(2,5-difluoro-3-isopropyl-6-methoxyphenyl)-2-((R)-3-((5-(5,6,7,8-tetrahydro-1,8-naphthyridin-2-yl)pentyl)oxy)pyrrolidin-1-yl)acetic acid FC1=C(C(=C(C=C1C(C)C)F)OC)[C@@H](C(=O)O)N1C[C@@H](CC1)OCCCCCC1=NC=2NCCCC2C=C1